tert-butyl ((2-(4-(4-(diethylamino)butyl)-1H-pyrazol-1-yl)thiazol-5-yl)methyl)carbamate C(C)N(CCCCC=1C=NN(C1)C=1SC(=CN1)CNC(OC(C)(C)C)=O)CC